N-({4-[2-(benzyloxy)ethyl]oxacyclohex-4-yl}methyl)-4-bromo-3-methyl-2-nitroaniline C(C1=CC=CC=C1)OCCC1(CCOCC1)CNC1=C(C(=C(C=C1)Br)C)[N+](=O)[O-]